C(=O)C=1NC=C(N1)C(=O)O 2-FORMYL-1H-IMIDAZOLE-4-CARBOXYLIC ACID